CN1C(=NN=C1)C[C@@H](C)C=1C=C(C=CC1)NC(=O)C1=NC=CC(=C1)C(=O)O 2-([3-[(2R)-1-(4-methyl-4H-1,2,4-triazol-3-yl)propan-2-yl]phenyl]carbamoyl)pyridine-4-carboxylic acid